3-(2-cyanopropan-2-yl)-N-(4-methyl-3-(4-(4-(2-(tetrahydro-2H-pyran-4-yl)acetamido)pyridin-3-yl)-1H-pyrazol-1-yl)phenyl)benzamide C(#N)C(C)(C)C=1C=C(C(=O)NC2=CC(=C(C=C2)C)N2N=CC(=C2)C=2C=NC=CC2NC(CC2CCOCC2)=O)C=CC1